2-(7-(diethylamino)-4-methyl-2-oxo-2H-chromen-3-yl)ethyl (2-(pyridin-2-yl)ethyl)carbamate N1=C(C=CC=C1)CCNC(OCCC=1C(OC2=CC(=CC=C2C1C)N(CC)CC)=O)=O